cis-3-aminocyclobutane-1-carboxylic acid methyl ester hydrochloride Cl.COC(=O)[C@@H]1C[C@@H](C1)N